(4S,4aR,5S,5aR,12aS)-9-amino-4,7-bis(dimethylamino)-3,5,10,12,12a-pentahydroxy-1,11-dioxo-1,4,4a,5,5a,6,11,12a-octahydro-2-tetracenecarboxamide NC1=CC(=C2C[C@H]3[C@@H]([C@H]4[C@@H](C(=C(C([C@]4(C(=C3C(C2=C1O)=O)O)O)=O)C(=O)N)O)N(C)C)O)N(C)C